methyl 4-(4,4,5,5-tetramethyl-1,3,2-dioxaborolan-2-yl)-2H-thiochromene-7-carboxylate CC1(OB(OC1(C)C)C1=CCSC2=CC(=CC=C12)C(=O)OC)C